FC1=CC=C(C=C1)N1N=C(N=C1C1=CC=C(C=C1)C(C)C)CN1CCOCC1 4-((1-(4-fluorophenyl)-5-(4-isopropylphenyl)-1H-1,2,4-triazol-3-yl)methyl)morpholine